OCCN(C(=O)C1(CCC1)CNC(=O)C1=CC2=C(S1)CCCCCC2)C N-({1-[(2-Hydroxyethyl)(methyl)carbamoyl]cyclobutyl}methyl)-4H,5H,6H,7H,8H,9H-cycloocta[b]thiophene-2-carboxamide